C(C)(C)OC(CCNC=1N=[N+](C2=C([N+]1[O-])C=CC(=C2)C=2SC=C(C2)CN2CCOCC2)[O-])=O 3-((3-isopropoxy-3-oxopropyl)amino)-7-(4-(morpholinomethyl)thiophen-2-yl)benzo[e][1,2,4]triazine 1,4-dioxide